4-((3,4-dihydrobenzo[b][1,4]thiazepin-5(2H)-yl)methyl)-N-hydroxybenzamide S1C2=C(N(CCC1)CC1=CC=C(C(=O)NO)C=C1)C=CC=C2